N-(2-hydroxyethyl) ethylenediamine 3,5-dibutylbenzoate C(CCC)C=1C=C(C(=O)O)C=C(C1)CCCC.OCCNCCN